(2-(4-((4-(1-cyclopentyl-1H-1,2,3-triazol-4-yl)pyrimidin-2-yl)amino)benzamido)phenyl)carbamic acid tert-butyl ester C(C)(C)(C)OC(NC1=C(C=CC=C1)NC(C1=CC=C(C=C1)NC1=NC=CC(=N1)C=1N=NN(C1)C1CCCC1)=O)=O